OC1=C(C(N(C2=CC=CC=C12)C)=O)C(=O)C1=NN=NN1 1,2-dihydro-4-hydroxy-1-methyl-3-(5-tetrazolylcarbonyl)-2-quinolone